Cl.N[C@H](C(=O)OC1=C2C(=CNC2=CC=C1)CCN(C)C)C(C)C (S)-3-(2-(dimethylamino)ethyl)-1H-indol-4-yl 2-amino-3-methylbutanoate hydrochloride